2-trans-bis(9H-carbazol-9-yl)cyclobutane C1=CC=CC=2C3=CC=CC=C3N(C12)C1(CCC1)N1C2=CC=CC=C2C=2C=CC=CC12